COC1=CC2=C(N=C(S2)N2C(C3C4C=CC(C3C2=O)C4)=O)C=C1 2-(6-methoxybenzo[d]thiazol-2-yl)-3a,4,7,7a-tetrahydro-1H-4,7-methanoisoindole-1,3(2H)-dione